C(#N)C=1C=C(C(=O)NC2=CC(=C(C(=C2)F)F)C2=CC3=C(N(C=N3)C)C=C2C)C=CC1NC(\C=C\CNC1CCC(CC1)OC)=O 3-cyano-N-(3-(1,6-dimethyl-1H-benzo[d]imidazol-5-yl)-4,5-difluorophenyl)-4-((E)-4-(((1r,4r)-4-methoxycyclohexyl)amino)but-2-enamido)benzamide